1-isopropyl-N-((4-isopropyl-5-(8-methyl-[1,2,4]triazolo[1,5-a]pyridin-6-yl)-1H-pyrazol-3-yl)methyl)piperidin-4-amine C(C)(C)N1CCC(CC1)NCC1=NNC(=C1C(C)C)C=1C=C(C=2N(C1)N=CN2)C